dibutyl-aminomethyl-tributoxysilane 4-(10H-phenothiazin-10-yl)benzoate C1=CC=CC=2SC3=CC=CC=C3N(C12)C1=CC=C(C(=O)O)C=C1.C(CCC)C(CCC)(O[Si](OCCCC)(OCCCC)CN)CCCC